The molecule is a sulfur oxoanion. It is a conjugate base of a sulfuric acid. It is a conjugate acid of a sulfate. OS(=O)(=O)[O-]